N-[(2-aminoquinolin-7-yl)methyl]-N-(2-methanesulfonyl-5-methylphenyl)pyridine-3-carboxamide NC1=NC2=CC(=CC=C2C=C1)CN(C(=O)C=1C=NC=CC1)C1=C(C=CC(=C1)C)S(=O)(=O)C